methyl-1,2-dihydrospiro[indole-3,3'-pyrrolidine] CN1CC2(CC1)CNC1=CC=CC=C12